ClC=1C=C2C(=NC(=NC2=C(C1C1=CC(=CC2=CC=CC=C12)O)F)OC[C@H]1NC(CC1)=O)N1CC2CCC(C1)N2C(=O)OC(C)(C)C tert-butyl 3-(6-chloro-8-fluoro-7-(3-hydroxynaphthalen-1-yl)-2-(((S)-5-oxopyrrolidin-2-yl) methoxy) quinazolin-4-yl)-3,8-diazabicyclo[3.2.1]octane-8-carboxylate